N-{(1S)-1-cyano-2-[(3S)-2-oxopyrrolidin-3-yl]ethyl}-4-methyl-N2-{[3-(propan-2-yl)-1H-pyrazol-5-yl]carbonyl}-L-leucinamide C(#N)[C@H](C[C@H]1C(NCC1)=O)NC([C@@H](NC(=O)C1=CC(=NN1)C(C)C)CC(C)(C)C)=O